NC1=CC(=CC(=N1)NC1CCCC1)CN1C[C@@H](O[C@@H](C1)C)C (1R,3R)-3-((6-amino-4-(((2S,6R)-2,6-dimethylmorpholino)methyl)pyridin-2-yl)amino)cyclopentane